C(=C)C1=CC(=C(C=C1)OC)OC 4-vinyl-1,2-dimethoxybenzene